(S)-3-((4-chloro-1-methyl-1H-pyrazol-5-yl)methyl)-2-(((R)-1-methyl-4,5,6,7-tetrahydro-1H-benzo[d][1,2,3]triazol-6-yl)methyl)isoindolin-1-one ClC=1C=NN(C1C[C@@H]1N(C(C2=CC=CC=C12)=O)C[C@@H]1CCC2=C(N(N=N2)C)C1)C